4-((R)-1-(5-fluoropyridin-2-yl)ethoxy)-6-(1-((1S,3S)-3-hydroxycyclohexyl)-5-methyl-1H-pyrazol-4-yl)pyrazolo[1,5-a]pyridine-3-carbonitrile FC=1C=CC(=NC1)[C@@H](C)OC=1C=2N(C=C(C1)C=1C=NN(C1C)[C@@H]1C[C@H](CCC1)O)N=CC2C#N